N1(CCC1)C1=NC2=CC=C(C=C2C=N1)CN1C[C@H](CC1)OC=1C=C2CN(C(C2=CC1)=O)[C@@H]1C(NC(CC1)=O)=O (S)-3-(5-(((S)-1-((2-(azetidin-1-yl)quinazolin-6-yl)methyl)pyrrolidin-3-yl)oxy)-1-oxoisoindolin-2-yl)piperidine-2,6-dione